3-((1-(2-(difluoromethoxy)-5-(methylsulfonyl)phenyl)-3-methyl-1H-pyrazolo[4,3-c]pyridin-6-yl)amino)pyrazin-2(1H)-one FC(OC1=C(C=C(C=C1)S(=O)(=O)C)N1N=C(C=2C=NC(=CC21)NC=2C(NC=CN2)=O)C)F